ClC1=NC(=C2N(C=NC2=N1)C1CCC1)OC1=CC=C(C=C1)N1CCN(CC1)C(=O)OC(C)(C)C tert-butyl 4-{4-[(2-chloro-7-cyclobutyl-7H-purin-6-yl)oxy]phenyl}piperazine-1-carboxylate